2-tert-butoxy-6-[2-(trifluoromethyl)-1-piperidinyl]pyridin-4-ol C(C)(C)(C)OC1=NC(=CC(=C1)O)N1C(CCCC1)C(F)(F)F